C(C)(C)N1N=C(C=C1C1CCC(CC1)=O)C=1C=NC=C(C1)C(F)(F)F 4-[2-isopropyl-5-[5-(trifluoromethyl)-3-pyridinyl]pyrazol-3-yl]cyclohexanone